C1=CN=C2N1C=1C(N=C2)=CN2C(C1)=NC=C2 imidazo[1',2':1,6]pyrido[3,4-e]imidazo[1,2-a]pyrazine